OC1CCN(CC1)C=1C=CC(=NC1)NC=1C=CC(=C2CNC(C12)=O)C1=CN=C2N1N=CC(=C2)C 7-[[5-(4-hydroxy-1-piperidyl)-2-pyridyl]amino]-4-(7-methylimidazo[1,2-b]pyridazin-3-yl)isoindolin-1-one